CSC1=C(C(=O)OC)C=CC=N1 Methyl 2-(methylthio)nicotinate